5-{4-amino-5-[(3,3-difluoroazetidin-1-yl)methyl]pyrrolo[2,1-f][1,2,4]triazin-7-yl}-N-[(3R,4S)-4-fluoro-1-(4-fluorobenzoyl)pyrrolidin-3-yl]-2-(methoxy-d3)nicotinamide NC1=NC=NN2C1=C(C=C2C=2C=NC(=C(C(=O)N[C@@H]1CN(C[C@@H]1F)C(C1=CC=C(C=C1)F)=O)C2)OC([2H])([2H])[2H])CN2CC(C2)(F)F